C(C)(C)N1OC(C2C1CCC(C2)CCC)(C)C 1-Isopropyl-3,3-dimethyl-5-propyloctahydrobenzo[c]isoxazol